2-methyl-2-ethyl-1,3-dioxolane-4-ylmethyl acrylate C(C=C)(=O)OCC1OC(OC1)(CC)C